(2S)-N-[5-(hydroxycarbamoyl)thiazol-2-yl]-2-(4-methoxyphenyl)butanamide ONC(=O)C1=CN=C(S1)NC([C@@H](CC)C1=CC=C(C=C1)OC)=O